(S)-5-(5-fluoropyridin-3-yl)-2-((1R,3S)-3-(pyrrolo[2,1-f][1,2,4]triazin-4-yloxy)cyclobutyl)-2,5,6,7-tetrahydro-3H-pyrrolo[2,1-c][1,2,4]triazol-3-one FC=1C=C(C=NC1)[C@@H]1CCC2=NN(C(N21)=O)C2CC(C2)OC2=NC=NN1C2=CC=C1